CS(=O)(=O)NC1=C(C=CC=C1)C1=CC=C(C=C1)C(=O)O 2'-(methylsulfonylamino)-[1,1'-biphenyl]-4-carboxylic acid